2-(2-acryloyl-2,6-diazaspiro[3.4]octan-6-yl)-4-(3-aminonaphthalen-1-yl)-7,7-dimethyl-7,8-dihydro-5H-pyrano[4,3-b]pyridine-3-carbonitrile C(C=C)(=O)N1CC2(C1)CN(CC2)C2=C(C(=C1C(=N2)CC(OC1)(C)C)C1=CC(=CC2=CC=CC=C12)N)C#N